NCC(C)(C)C1=CC=2N(C=C1)C(=CN2)C2=CC(=C(C(=O)NC1CC1)C(=C2)OC)OC(F)F 4-[7-(2-amino-1,1-dimethyl-ethyl)imidazo[1,2-a]pyridin-3-yl]-N-cyclopropyl-2-(difluoromethoxy)-6-methoxybenzamide